3-(4-fluoro-3-(trifluoromethoxy)phenyl)propionic acid FC1=C(C=C(C=C1)CCC(=O)O)OC(F)(F)F